1-N-[2-[4-(hydroxymethyl)cyclohexyl]-6-morpholino-indazol-5-yl]pyrazolo[1,5-a]pyrimidine-3-carboxamide OCC1CCC(CC1)N1N=C2C=C(C(=CC2=C1)N1CC(=C2N1C=CC=N2)C(=O)N)N2CCOCC2